(S)-1-(6-Oxo-5-(trifluoromethyl)-1,6-dihydropyridin-3-yl)propan-2-yl (S)-3-(hydroxymethyl)-4-(5-(trifluoromethyl)pyrimidin-2-yl)piperazine-1-carboxylate OC[C@@H]1CN(CCN1C1=NC=C(C=N1)C(F)(F)F)C(=O)O[C@H](CC1=CNC(C(=C1)C(F)(F)F)=O)C